N-(5-((4-chlorobenzyl)oxy)-1,3,4-thiadiazol-2-yl)-2-(4-oxa-7-azaspiro[2.5]octan-7-yl)nicotinamide ClC1=CC=C(COC2=NN=C(S2)NC(C2=C(N=CC=C2)N2CCOC3(CC3)C2)=O)C=C1